C(C)OC(=O)C=1C=NN2C1OCC1(CC1)C2 spiro[5,7-dihydropyrazolo[5,1-b][1,3]oxazin-6,1'-cyclopropane]-3-carboxylic acid ethyl ester